5,8-di-tert-butyl-4,9-dioxo-3,5,8,10-tetraazadodecane-1,12-diyl bis(2-methylacrylate) CC(C(=O)OCCNC(N(CCN(C(NCCOC(C(=C)C)=O)=O)C(C)(C)C)C(C)(C)C)=O)=C